tetrabromo-sulfophthalide BrC=1C(=C(C(=C2C(OC(=O)C12)S(=O)(=O)O)Br)Br)Br